CN1CCC(CC1)C#CC1=CC=C(C#N)C=C1 4-((1-methylpiperidin-4-yl)ethynyl)benzonitrile